5-(cyclopropylethynyl)-2-(4-{[(3R)-1-methylpiperidin-3-yl]amino}phthalazin-1-yl)phenol formate C(=O)OC1=C(C=CC(=C1)C#CC1CC1)C1=NN=C(C2=CC=CC=C12)N[C@H]1CN(CCC1)C